1,3-dioxoisoindolin-2-yl 1-phenylcyclohexane-1-carboxylate C1(=CC=CC=C1)C1(CCCCC1)C(=O)ON1C(C2=CC=CC=C2C1=O)=O